N-[1-[(2R,5R)-3,3-difluoro-4-hydroxy-5-(hydroxymethyl)tetrahydrofuran-2-yl]-2-oxo-pyrimidin-4-yl]benzamide FC1([C@@H](O[C@@H](C1O)CO)N1C(N=C(C=C1)NC(C1=CC=CC=C1)=O)=O)F